C(#N)C=1C=CC(=C(C1)C1=NN=C(O1)C(=O)N[C@H]1CN([C@@H](C1)COC)C#N)OC 5-(5-Cyano-2-methoxyphenyl)-N-((3R,5S)-1-cyano-5-(methoxymethyl)pyrrolidine-3-yl)-1,3,4-oxadiazole-2-carboxamide